CC1=CCNC=N1 6-methyl-3,4-dihydropyrimidin